[C@H]12COC[C@@H]2C1NC=1N=C(C2=C(N1)NC=C2C=2C=CC1=C(N(N=N1)C)C2)OC N-((1R,5S,6r)-3-oxabicyclo[3.1.0]hexan-6-yl)-4-methoxy-5-(1-methyl-1H-benzo[d][1,2,3]triazol-6-yl)-7H-pyrrolo[2,3-d]pyrimidin-2-amine